2-oxaspiro[3.5]nonane-7-amine C1OCC12CCC(CC2)N